[Cl-].[NH4+].CN(C(C(=C)CC)=O)C N,N-dimethyl-ethyl-acrylamide ammonium chloride